7-(1,3-dioxolan-2-yl)-3,3-difluoro-2,3-dihydro-1-benzofuran O1C(OCC1)C1=CC=CC=2C(COC21)(F)F